FC=1C=C(C=CC1)N1N=CC2=CC(=CC=C12)C=O 1-(3-fluorophenyl)-1H-indazole-5-carbaldehyde